Hexanon C1CCC(=O)CC1